C(C)OC(C1=CC=C(C=C1)C(CC(=O)OCC)=O)=O 4-(3-ethoxy-3-oxopropionyl)benzoic acid ethyl ester